3-(2-(2-hydroxy-4-(trifluoromethyl)phenyl)-2-oxo-ethyl)-1-methyl-5-nitro-1H-benzo[d]imidazol-3-ium bromide [Br-].OC1=C(C=CC(=C1)C(F)(F)F)C(C[N+]1=CN(C2=C1C=C(C=C2)[N+](=O)[O-])C)=O